FC1=C(C=CC(=C1)C=1OC=CN1)CN (2-fluoro-4-(oxazol-2-yl)phenyl)methanamine